N-(1,4-dimethylpentyl)-N'-phenyl-1,4-benzenediamine CC(CCC(C)C)NC1=CC=C(C=C1)NC1=CC=CC=C1